5-amino-2-[[(2R)-4,4-difluoropyrrolidin-2-yl]methyl]-8-(2,6-dimethyl-4-pyridinyl)-7-phenyl-[1,2,4]triazolo[4,3-c]pyrimidin-3-one NC1=NC(=C(C=2N1C(N(N2)C[C@@H]2NCC(C2)(F)F)=O)C2=CC(=NC(=C2)C)C)C2=CC=CC=C2